CC(C(=O)OCC)=CCCCCCC methyl-2-nonenoic acid, ethyl ester